1-hexyl-5-methyl-2-phenyl-1,2-dihydro-3H-pyrazol-3-one C(CCCCC)N1N(C(C=C1C)=O)C1=CC=CC=C1